CN1N=NC(=C1)[C@H]1N[C@H](CC(C1)=O)C1=CC=CC=C1 (2S,6r)-2-(1-methyltriazol-4-yl)-6-phenyl-piperidin-4-one